(-)-4-(4-{[2,4-Bis(trifluoromethyl)phenoxy]methyl}-3-methoxyphenyl)-2H,4H,5H,6H,7H-pyrazolo[3,4-b]pyridin-6-on FC(C1=C(OCC2=C(C=C(C=C2)C2C=3C(NC(C2)=O)=NNC3)OC)C=CC(=C1)C(F)(F)F)(F)F